6-chloro-8-[(4-methoxybenzyl)oxy]-2-methylpyrido[3,4-d]pyrimidin-4-ol ClC1=CC2=C(N=C(N=C2O)C)C(=N1)OCC1=CC=C(C=C1)OC